3-(azidomethyl)-N-methoxy-N-methylbenzamide N(=[N+]=[N-])CC=1C=C(C(=O)N(C)OC)C=CC1